FC(CNC(=O)C1=C(C=C(C=C1)C1=C(NC(=C1C1=C(C=C(C=C1)NC(C(=C)F)=O)C)C)C(=O)N)OC)F 3-(4-((2,2-difluoroethyl)carbamoyl)-3-methoxyphenyl)-4-(4-(2-fluoroacrylamido)-2-methylphenyl)-5-methyl-1H-pyrrole-2-carboxamide